BrCC(=O)NCC=1C=C(C(=O)OC)C=CC1 methyl 3-((2-bromoacetamido)methyl)benzoate